1-((1S,4S)-5-(4-((5-chloro-2-fluoro-4-(((R)-tetrahydrofuran-3-yl)methoxy)phenyl)amino)pyrido[3,2-d]pyrimidin-6-yl)-2,5-diazabicyclo[2.2.1]heptan-2-yl)prop-2-en-1-one ClC=1C(=CC(=C(C1)NC=1C2=C(N=CN1)C=CC(=N2)N2[C@@H]1CN([C@H](C2)C1)C(C=C)=O)F)OC[C@H]1COCC1